CCN=C=NCCCN(C)C.Cl N-[3-(Dimethylamino)propyl]-N'-ethylcarbodiimide hydrochloride